P([O-])([O-])=O.P([O-])([O-])=O.[Na+].[Na+].[Na+].[Na+] tetrasodium bisphosphonate